7-bromo-1-tosyl-1,2,3,4-tetrahydroquinolin-4-amine BrC1=CC=C2C(CCN(C2=C1)S(=O)(=O)C1=CC=C(C)C=C1)N